C(C)(C)(C)C=1C=C(C=C(C1)C(C)(C)C)C1=CC(=CC=C1)NC1=C(C=CC=C1)C=1C=C2C=3C=CC=CC3N3C2=C(C1)C1=CC=CC=C13 3',5'-di-tert-butyl-N-(2-(indolo[3,2,1-jk]carbazol-2-yl)phenyl)-[1,1'-biphenyl]-3-amine